2-(2-(3'-(3-(2,7-diazaspiro[3.5]non-2-yl)propoxy)-2,2'-dimethyl-[1,1'-biphenyl]-3-yl)-6,7-dihydrothiazolo[5,4-c]pyridin-5(4H)-yl)ethanol C1N(CC12CCNCC2)CCCOC=2C(=C(C=CC2)C2=C(C(=CC=C2)C=2SC=1CN(CCC1N2)CCO)C)C